CC1(COC1)NS(=O)(=O)C1=CC(=CC=C1)C(=O)N1CC2(C3=CC(=CC=C13)NS(=O)(=O)C)CCC1(CC2)CC1 N-(3-methyloxetan-3-yl)-3-(5''-(methylsulfonamido)dispiro[cyclopropane-1,1'-cyclohexane-4',3''-indoline]-1''-carbonyl)benzenesulfonamide